NC1=CC=CC(=N1)S(=O)(=O)NC(=O)C=1C(=NC(=CC1)C1=C(C=CC(=C1)C)OCCC)N1C(C[C@@H](C1)C)(C)C N-[(6-Amino-2-pyridyl)sulfonyl]-6-(5-methyl-2-propoxyphenyl)-2-[(4S)-2,2,4-trimethylpyrrolidin-1-yl]pyridin-3-carboxamid